C(C1=CC=CC=C1)C1=NC(=NN1)C(=O)N[C@@H]1C=2N(C3=C(OC1)C=CC(=C3)C#CC(C)(C)O)C=CN2 (R)-5-benzyl-N-(9-(3-hydroxy-3-methylbut-1-yn-1-yl)-4,5-dihydrobenzo[b]imidazo[1,2-d][1,4]oxaazepin-4-yl)-1H-1,2,4-triazole-3-carboxamide